(2RS)-2-[6-[2-(6-amino-3-pyridinyl)ethynyl]-7-methyl-1-oxo-isoindolin-2-yl]-2-(5-fluoro-2-hydroxy-phenyl)-N-(2-pyridinyl)acetamide NC1=CC=C(C=N1)C#CC1=CC=C2CN(C(C2=C1C)=O)[C@@H](C(=O)NC1=NC=CC=C1)C1=C(C=CC(=C1)F)O |r|